CC1CCCN(C1)C(=O)O.ClC=1C=C(C=C(C1OC1CC1)C#N)N(C1=CC=C(C=C1)C=1C=C2N=CC(=NC2=CC1)NS(=O)(=O)C)CC(F)(F)F N-(6-(4-((3-chloro-5-cyano-4-cyclopropoxyphenyl)(2,2,2-trifluoroethyl)amino)phenyl)quinoxalin-2-yl)methanesulfonamide 5-methylpiperidine-1-carboxylate